ClC=1C(=NC=CC1)[Pd+] (3-chloropyridyl)palladium(II)